methyl 3-amino-4-bromo-2-methylbenzoate NC=1C(=C(C(=O)OC)C=CC1Br)C